C(#N)C1=NC(=NC(=C1)NC1=C(C=CC=C1)OC)N1N=CC(=C1N)C(=O)O 1-{4-cyano-6-[(2-methoxyphenyl)amino]pyrimidin-2-yl}-5-amino-1H-pyrazole-4-carboxylic acid